FC(OC1=CC=CC(=N1)C(=O)NC1=CC2=CN(N=C2C=C1C(C)(C)O)C1CCC(CC1)C=O)F 6-(Difluoromethoxy)-N-[2-(4-formylcyclohexyl)-6-(1-hydroxy-1-methyl-ethyl)indazol-5-yl]pyridine-2-carboxamide